CN(CCCNC(C(=C)C)=O)C N-3-(dimethylamino)propyl-methacrylamide